(6S)-5-(tert-butoxycarbonyl)-1,1-difluoro-5-azaspiro[2.4]heptane-6-carboxylic acid C(C)(C)(C)OC(=O)N1CC2(CC2(F)F)C[C@H]1C(=O)O